(S)-2-(((benzyloxy)carbonyl)amino)-4-((2-(4-fluorophenoxy)ethyl)(4-(5,6,7,8-tetrahydro-1,8-naphthyridin-2-yl)butyl)amino)butanoic acid C(C1=CC=CC=C1)OC(=O)N[C@H](C(=O)O)CCN(CCCCC1=NC=2NCCCC2C=C1)CCOC1=CC=C(C=C1)F